NC=1C=C2CC(N(C2=CC1)CC)=O 5-amino-1-ethylindolin-2-one